(R)-N-(2-(4-(4-cyclopropylpiperazin-1-yl)piperidin-1-yl)-5-((6-(3-(3-(2,5-difluoro-phenoxy)phenyl)-isoxazolidin-2-yl)-pyrimidin-4-yl)-amino)-4-methoxy-phenyl)acrylamide C1(CC1)N1CCN(CC1)C1CCN(CC1)C1=C(C=C(C(=C1)OC)NC1=NC=NC(=C1)N1OCC[C@@H]1C1=CC(=CC=C1)OC1=C(C=CC(=C1)F)F)NC(C=C)=O